CC(CC(=O)O)C[C@H]1[C@H](O)[C@@H](O)[C@@H](O)[C@H](O1)CO 3-methyl-4-(β-D-galactopyranosyl)-butyric acid